6-(4-chlorophenyl)-5-phenyl-N-[[4-(trifluoromethyl)-1-piperidinyl]sulfonyl]-4,5-dihydro-3H-pyridazine-2-carboxamide ClC1=CC=C(C=C1)C=1C(CCN(N1)C(=O)NS(=O)(=O)N1CCC(CC1)C(F)(F)F)C1=CC=CC=C1